C(C)(C)C1=NC(=CC2=C1N(C(N2C)=O)C)OC=2C=CC(=NC2)C=2C=NC(=C(C2)C)C(=O)O 5-((4-isopropyl-1,3-dimethyl-2-oxo-2,3-dihydro-1H-imidazo[4,5-c]pyridin-6-yl)oxy)-5'-methyl-[2,3'-bipyridine]-6'-carboxylic acid